N1=C2C(=CC=C1)CN(C2)C2=C(C=C1C(C(=CN(C1=C2)C2=NC=C(N=C2)OC)C(=O)O)=O)F 7-(5,7-dihydro-6H-pyrrolo[3,4-b]pyridin-6-yl)-6-fluoro-1-(5-methoxypyrazin-2-yl)-4-oxo-1,4-dihydroquinoline-3-carboxylic acid